(Bismuthanetriyltris(oxy))tris((3,5-bis(trifluoromethyl)phenyl)methanone) [Bi](OC(=O)C1=CC(=CC(=C1)C(F)(F)F)C(F)(F)F)(OC(=O)C1=CC(=CC(=C1)C(F)(F)F)C(F)(F)F)OC(=O)C1=CC(=CC(=C1)C(F)(F)F)C(F)(F)F